CC1=CC(=NC=2N1N(CC2)[C@@H](C(F)(F)F)C)C2=COC(=C2)C (R)-7-methyl-5-(5-methylfuran-3-yl)-N-(1,1,1-trifluoropropan-2-yl)pyrazolo[1,5-a]Pyrimidine